N-{2-[(2S)-2-Methylpiperidin-1-yl]-[1,3]thiazolo[5,4-c]pyridin-6-yl}-5-(oxan-4-yl)-6-[(pyrrolidin-1-yl)methyl]pyridin-2-amine C[C@@H]1N(CCCC1)C=1SC=2C=NC(=CC2N1)NC1=NC(=C(C=C1)C1CCOCC1)CN1CCCC1